N1N=CC=2CN(CCC21)C(C)=O 1-(1,4,6,7-tetrahydro-5H-pyrazolo[4,3-c]pyridin-5-yl)ethan-1-one